CN(CCNC1=NC2=CC=C(C=C2C=C1)OC[C@@H](C(=O)OC(C)(C)C)ON1C(C2=CC=CC=C2C1=O)=O)C tert-butyl (S)-3-((2-((2-(dimethylamino)ethyl)amino)quinolin-6-yl)oxy)-2-((1,3-dioxoisoindolin-2-yl)oxy)propanoate